O=C1NC(CCC1N1C(C2=CC=CC(=C2C1)C#CC1CCN(CC1)C(CCCCC1=C(C=C(C#N)C=C1)OC1=CC2=C(B(OC2)O)C=C1)=O)=O)=O 4-(5-(4-((2-(2,6-Dioxopiperidin-3-yl)-1-oxoisoindolin-4-yl)ethynyl)piperidin-1-yl)-5-oxopentyl)-3-((1-hydroxy-1,3-dihydrobenzo[c][1,2]oxaborol-5-yl)oxy)benzonitrile